ClC=1C=C(C=CC1)N1N=CC(=C1)[C@H](C(=O)NC1=NNC(=C1)C1C(C1)F)C (R)-2-(1-(3-chlorophenyl)-1H-pyrazol-4-yl)-N-(5-(2-fluorocyclopropyl)-1H-pyrazol-3-yl)propanamide